O[C@@H](C(=O)O)[C@H](C(=O)O)O.ClC=1N=C(NC1[C@H](CCCCCC(=O)C1=NOC=C1)NC(=O)C1CN(C1)C)C1=C(C=CC=C1)F (S)-N-(1-(4-chloro-2-(2-fluorophenyl)-1H-imidazol-5-yl)-7-(isoxazol-3-yl)-7-oxoheptyl)-1-methylazetidine-3-carboxamide (2R,3R)-2,3-dihydroxysuccinate